N1N=NC=CC=CC=C1 triazonine